5-(3-(4-(4-(3-amino-6-(2-hydroxyphenyl)pyridazin-4-yl)phenyl)piperidin-1-yl)azetidin-1-yl)-2-(2,6-dioxopiperidin-3-yl)isoindoline-1,3-dione NC=1N=NC(=CC1C1=CC=C(C=C1)C1CCN(CC1)C1CN(C1)C=1C=C2C(N(C(C2=CC1)=O)C1C(NC(CC1)=O)=O)=O)C1=C(C=CC=C1)O